4-((3-hydroxybicyclo[1.1.1]pentan-1-yl)amino)-3-methoxy-N-(5-(5-methyl-1H-pyrazol-1-yl)-1,3,4-thiadiazol-2-yl)-2-oxo-2H-pyran-6-carboxamide OC12CC(C1)(C2)NC2=C(C(OC(=C2)C(=O)NC=2SC(=NN2)N2N=CC=C2C)=O)OC